OC1=NC=CC2=CC=CC=C12 hydroxyisoquinolin